NC=1C(=NC=C(C1)C(=C)C)C#N 3-amino-5-(prop-1-en-2-yl)picolinonitrile